(S)-4-(5-(3-((2-((S)-3-carboxybutyl)-4-fluoro-6-methoxybenzo[b]thiophen-5-yl)oxy)propyl)-6-methoxybenzo[b]thiophen-2-yl)-2-methyl-4-oxobutanoic acid C(=O)(O)[C@H](CCC1=CC2=C(S1)C=C(C(=C2F)OCCCC2=CC1=C(SC(=C1)C(C[C@@H](C(=O)O)C)=O)C=C2OC)OC)C